CC(C\C=C/CC)OC(C=1C(O)=CC=CC1)=O salicylic acid (3Z)-1-methyl-3-hexenyl ester